tert-butyl 6-[3-(2-hydroxyphenyl)thieno[2,3-c]pyridazin-6-yl]-2-azaspiro[3.3]heptane-2-carboxylate OC1=C(C=CC=C1)C1=CC2=C(N=N1)SC(=C2)C2CC1(CN(C1)C(=O)OC(C)(C)C)C2